n-propyl-(methyl)ethoxysilane C(CC)[SiH](OCC)C